N-[(2S)-2-methyl-6-morpholino-2-(trifluoromethyl)-3H-benzofuran-5-yl]pyrazolo[1,5-a]pyrimidine-3-carboxamide C[C@@]1(OC2=C(C1)C=C(C(=C2)N2CCOCC2)NC(=O)C=2C=NN1C2N=CC=C1)C(F)(F)F